N1=C(C=NC=C1)C=1C=CC(=NC1)NC(CN1N=CC(=C1)C1=NC=NC=C1)=O N-(5-pyrazin-2-yl-2-pyridyl)-2-(4-pyrimidin-4-ylpyrazol-1-yl)acetamide